FC=1C=CC2=C(N(C(CCO2)=O)CCCNC(OC(C)(C)C)=O)C1 tert-Butyl N-(3-(7-fluoro-4-oxo-2,3,4,5-tetrahydro-1,5-benzoxazepin-5-yl)propyl)carbamate